8-bromo-1-(3-(trifluoromethyl)phenyl)-1,3-dihydro-2H-imidazo[4,5-c]quinolin-2-one BrC1=CC=2C3=C(C=NC2C=C1)NC(N3C3=CC(=CC=C3)C(F)(F)F)=O